OC[C@@H](C1=CC=C(C=C1)C1=C(C(=CC=C1F)F)F)NC(OC(C)(C)C)=O tert-butyl (R)-(2-hydroxy-1-(2',3',6'-trifluoro-[1,1'-biphenyl]-4-yl)ethyl)carbamate